(R)-N-(3-(1,3-dioxolan-2-yl)benzyl)-2-((3,5-dichloropyridin-2-yl)oxy)butanamide O1C(OCC1)C=1C=C(CNC([C@@H](CC)OC2=NC=C(C=C2Cl)Cl)=O)C=CC1